4-phenylcyclohexanone C1(=CC=CC=C1)C1CCC(CC1)=O